OC1(CN(C1)C(=O)OC(C)(C)C)C=1C=C2C(=NC=NC2=CC1)OC tert-Butyl 3-hydroxy-3-(4-methoxyquinazolin-6-yl)azetidine-1-carboxylate